CC1=CC=CC2=C1N(OCCC2)[C@H]2NCCC2 (R)-2-((R)-9-methyl-1,3,4,5-tetrahydrobenzo[c]oxazepin-1-yl)pyrrolidine